C(CC(C)C)C(C(=O)O)CCCC.C(CCCCC)(=O)OCCC(C)C isoamyl caproate (isoamyl caproate)